5-chloro-N-[3,5-difluoro-4-[([3-methyl-1H-pyrazolo[3,4-b]pyridin-5-yl]oxy)methyl]pyridin-2-yl]-2-methoxypyridine-3-sulfonamide ClC=1C=C(C(=NC1)OC)S(=O)(=O)NC1=NC=C(C(=C1F)COC=1C=C2C(=NC1)NN=C2C)F